CC([C@@H](C(=O)N1[C@@H](C[C@H](C1)O)C(=O)NC)N1N=NC(=C1)CCS(=O)(=O)C)(C)C (2S,4R)-1-[(2S)-3,3-dimethyl-2-[4-(2-methylsulfonylethyl)triazol-1-yl]butanoyl]-4-hydroxy-N-methyl-pyrrolidine-2-carboxamide